4-(1-bromo-4,4,4-trifluorobutyl)benzoic acid methyl ester COC(C1=CC=C(C=C1)C(CCC(F)(F)F)Br)=O